O[C@H]1[C@@H](CC12CCC(CC2)NC(OC(C)(C)C)=O)[C@@H]2N1C(C3=CC=CC=C23)=CN=C1 tert-butyl ((1S,2S,4s,7R)-1-hydroxy-2-((S)-5H-imidazo[5,1-a]isoindol-5-yl)spiro[3.5]nonan-7-yl)carbamate